4-(4-((4-((tert-butoxycarbonyl)amino)-4'-chloro-[1,1'-biphenyl]-2-yl)methyl)piperazin-1-yl)benzoic acid C(C)(C)(C)OC(=O)NC1=CC(=C(C=C1)C1=CC=C(C=C1)Cl)CN1CCN(CC1)C1=CC=C(C(=O)O)C=C1